FC1(OC2=C(O1)C=CC(=C2)N(C(=O)C=2C=C(C=CC2)N2N=C(C1=C2[C@H](COC1)OC1=CC=C(C(=O)O)C=C1)C(F)(F)F)C)F |o1:24| (R)- or (S)-4-[[1-[3-[(2,2-difluoro-1,3-benzodioxol-5-yl)-methyl-carbamoyl]phenyl]-3-(trifluoromethyl)-6,7-dihydro-4H-pyrano[4,3-c]pyrazol-7-yl]oxy]benzoic acid